(Z)-2-((1H-pyrrolo[2,3-b]pyridine-3-carbonyl)imino)-3-phenyl-1,3-thiazinane-5-carboxylic acid N1C=C(C=2C1=NC=CC2)C(=O)\N=C\2/SCC(CN2C2=CC=CC=C2)C(=O)O